FC(C(=O)O)(F)F.NC=1C(=NC=C(N1)N1CCC2([C@@H](C=3N(N=CC3)C2)N)CC1)SC1=C2C(CN(C2=CC=C1)C(C)=O)(F)F (S)-1-(4-((3-amino-5-(4'-amino-4'H,6'H-spiro[piperidine-4,5'-pyrrolo[1,2-b]pyrazol]-1-yl)pyrazin-2-yl)thio)-3,3-difluoroindolin-1-yl)ethan-1-one (trifluoroacetate)